NC(C(=O)NC=1C=CC=C2C(=CNC12)C=1C=NNC1)C1=CC(=C(C=C1)OC)OC 2-amino-2-(3,4-dimethoxyphenyl)-N-[3-(1H-pyrazol-4-yl)-1H-indol-7-yl]acetamide